COC(C1=CC(=C(C(=C1)OC)NC)N)=O 3-amino-5-methoxy-4-(methylamino)benzoic acid methyl ester